(4-((4-(hydroxymethyl)phenyl)ethynyl)-1-carbonylisoindolin-2-yl)piperidine-2,6-dione OCC1=CC=C(C=C1)C#CC1=C2CN(C(C2=CC=C1)=C=O)N1C(CCCC1=O)=O